C(C)(C)(C)C=1N=C(C2=C(N1)N(N=N2)CC2=CC=CC=C2)N2CC(CC2)(F)F 2-{[5-tert-Butyl-7-(3,3-difluoropyrrolidin-1-yl)-3H-[1,2,3]triazolo[4,5-d]pyrimidin-3-yl]methyl}benzol